FC1=C(C=C(C=C1)OC=1C(=C2C=CNC2=CC1F)C=O)C=1NC(=CN1)C(C)(CCCC(CS(=O)(=O)CC(=O)OC)(C)C)C=1C=C(C=CC1)CCC(=O)OC Methyl 3-(3-(2-(2-(2-fluoro-5-((6-fluoro-4-formyl-1H-indol-5-yl)oxy)phenyl)-1H-imidazol-5-yl)-7-((2-methoxy-2-oxoethyl)sulfonyl)-6,6-dimethylheptan-2-yl)phenyl)propanoate